FC=1C=C(OCCNCCCF)C=C(C1F)[C@H]1N([C@@H](CC2=C1NC1=CC=CC=C21)C)CC(F)(F)F N-(2-(3,4-difluoro-5-((1R,3R)-3-methyl-2-(2,2,2-trifluoroethyl)-2,3,4,9-tetrahydro-1H-pyrido[3,4-b]indol-1-yl)phenoxy)ethyl)-3-fluoropropan-1-amine